FC1=CC=C(C=2N(C(=NC21)C2=NON=C2C)CC=2C=NC(=NC2)C#N)F 5-[[4,7-difluoro-2-(4-methyl-1,2,5-oxadiazol-3-yl)benzoimidazol-1-yl]methyl]pyrimidine-2-carbonitrile